5-(4-chlorophenyl)-1H-pyrrole-3-carbonitrile ClC1=CC=C(C=C1)C1=CC(=CN1)C#N